NC1=C(C=NN1CCCCCC)/N=N/C=1N(C=CN1)CCCNC(C(F)(F)F)=O (E)-N-(3-(2-((5-amino-1-hexyl-1H-pyrazol-4-yl)diazenyl)-1H-imidazol-1-yl)propyl)-2,2,2-trifluoroacetamide